ClC=1C(=NC(=NC1)N[C@@H]1CC[C@H](CC1)OC)C1=CC=C2CN(C(C2=C1)=O)[C@@H](C(=O)N[C@H](CO)C1=CC(=CC(=C1)OC)F)C (2R)-2-[6-(5-Chloro-2-{[trans-4-methoxycyclohexyl]amino}pyrimidin-4-yl)-1-oxo-2,3-dihydro-1H-isoindol-2-yl]-N-[(1S)-1-(3-fluoro-5-methoxyphenyl)-2-hydroxyethyl]propanamid